S(=O)(=O)(O)O.CCC=CC 3-pentene sulfate